(S)-2-azido-3-cyclopropylpropanoyl chloride N(=[N+]=[N-])[C@H](C(=O)Cl)CC1CC1